C(C)(C)(C)OC(=O)N1CC=2C=CC(=NC2C(C1)NC(=O)OC(C)(C)C)C#N 8-((tert-butoxycarbonyl)amino)-2-cyano-7,8-dihydro-1,6-naphthyridine-6(5H)-carboxylic acid tert-butyl ester